C(=O)(OCC1=CC=CC=C1)N[C@@H](C)CC(C)(C)C Cbz-(S)-4,4-dimethyl-2-pentylamine